C1(=CC=CC=C1)OC(=O)C1=CC2=CN(N=C2C=C1OC(C)C)C12COC(CC1)(C2)C 6-isopropoxy-2-(1-methyl-2-oxabicyclo[2.2.1]hept-4-yl)-2H-indazole-5-carboxylic acid phenyl ester